FC(CC1(CNCCC1)N)(F)F 3-(2,2,2-trifluoroethyl)piperidin-3-amine